methyl-6-((3-chlorophenyl)amino)-5-nitronicotinate COC(C1=CN=C(C(=C1)[N+](=O)[O-])NC1=CC(=CC=C1)Cl)=O